7-fluoro-2-methyl-5-[1-(4-methylbenzenesulfonyl)thieno[2,3-c]pyrazol-5-yl]indazole FC1=CC(=CC2=CN(N=C12)C)C1=CC2=C(N(N=C2)S(=O)(=O)C2=CC=C(C=C2)C)S1